(7S,13S)-7,13-dimethyl-8,11,14-trioxa-4,19,20-triazatetracyclo[13.5.2.12,6.018,21]tricosa-1(20),2(23),3,5,15(22),16,18(21)-heptaene C[C@H]1C2=CN=CC(C3=NNC=4C=CC(O[C@H](COCCO1)C)=CC34)=C2